(3-[2-(CYCLOHEXYLSULFANYL)ETHOXY]PHENYL)BORANEDIOL C1(CCCCC1)SCCOC=1C=C(C=CC1)B(O)O